1-piperidin-4-yl-1,2-dihydro-pyrazol-3-one N1CCC(CC1)N1NC(C=C1)=O